C(C)(C)(C)OC(=O)N1CCN(CC1)CC1=C(C=C(C=C1OC)Br)OC 4-(4-bromo-2,6-dimethoxybenzyl)piperazine-1-carboxylic acid tert-butyl ester